dimercaptoethylene glycol SC(C(S)O)O